sulfanyl alcohol SO